BrC1=C(C(=CC2=C1N(N=N2)CC(C)(C)O)C2=C(C=C(C=C2)C=O)C2=CC(=C(C#N)C=C2)F)F 4-[2-[7-bromo-6-fluoro-1-(2-hydroxy-2-methyl-propyl)benzotriazol-5-yl]-5-formyl-phenyl]-2-fluoro-benzonitrile